5-(1-carboxyethyl)-2-(6-hydroxy-7,7-dimethyl-1-oxooctahydro-2-benzofuran-3a-yl)cyclohexane-1-carboxylic acid C(=O)(O)C(C)C1CCC(C(C1)C(=O)O)C12C(C(OC1)=O)C(C(CC2)O)(C)C